[4-(4-bromo-5-methyl-triazol-1-yl)cyclohexoxy]-tert-butyl-dimethyl-silane BrC=1N=NN(C1C)C1CCC(CC1)O[Si](C)(C)C(C)(C)C